methyl 4-[2-[1-[[tert-butyl(dimethyl)silyl]oxymethyl]cyclobutyl]ethynyl]benzoate [Si](C)(C)(C(C)(C)C)OCC1(CCC1)C#CC1=CC=C(C(=O)OC)C=C1